benzyl 4-((1-(2-(2,6-dioxopiperidin-3-yl)-1,3-dioxoisoindolin-4-yl)piperidin-4-yl)methyl)piperazine-1-carboxylate O=C1NC(CCC1N1C(C2=CC=CC(=C2C1=O)N1CCC(CC1)CN1CCN(CC1)C(=O)OCC1=CC=CC=C1)=O)=O